{[(S)-2-(2H-1,3-Benzodioxol-5-yl)-1-methyl-ethyl]-N-ethylaminocarbonyloxy}methyl tert-butyl glutarate C(CCCC(=O)OC(C)(C)C)(=O)OCOC(=O)N(CC)[C@H](CC1=CC2=C(OCO2)C=C1)C